1-[5-(5-chloro-2-methoxypyridin-4-yl)-1H-pyrazole-3-carbonyl]-N-(2,2-dimethyl-1,3-dioxane-5-yl)piperidine-4-carboxamide ClC=1C(=CC(=NC1)OC)C1=CC(=NN1)C(=O)N1CCC(CC1)C(=O)NC1COC(OC1)(C)C